CS(=O)(=O)C1=CC=C(C=N1)C=1C=CC2=C(N3C(=N2)CC[C@@H]3C3=CC=CC=C3)C1 |o1:20| (1R or S)-7-(6-methylsulfonyl-3-pyridyl)-1-phenyl-2,3-dihydro-1H-pyrrolo[1,2-a]benzimidazole